3-(5-(3-((4'-chloro-[1,1'-biphenyl]-2-yl)methyl)-3,8-diazabicyclo[3.2.1]oct-8-yl)-1-oxoisoindolin-2-yl)piperidine-2,6-dione ClC1=CC=C(C=C1)C1=C(C=CC=C1)CN1CC2CCC(C1)N2C=2C=C1CN(C(C1=CC2)=O)C2C(NC(CC2)=O)=O